C1(CC1)C=1C=C(OC=2C=NC=3N(C2C(=O)OC)N=C(C3)C)C=CC1 methyl 6-(3-cyclopropylphenoxy)-2-methyl-pyrazolo[1,5-a]pyrimidine-7-carboxylate